COC1=CC=C(C=C1)CCC(=O)N1CC2=CC=CC(=C2CC1)C(CC(=O)O)C1=CC2=C(N(N=N2)C)C(=C1)OC 3-[2-(4-Methoxyphenylpropionyl)-1,2,3,4-tetrahydroisoquinolin-5-yl]-3-(7-methoxy-1-methyl-1H-benzo[d][1,2,3]triazol-5-yl)propionic acid